FC=1C=C(C=CC1F)N1C(=C(C2=C1C=C1C=NNC1=C2)C2CCOC2)C(C)C 4-[5-(3,4-difluorophenyl)-6-isopropyl-1H-pyrrolo[2,3-f]indazol-7-yl]tetrahydrofuran